CC1(OB(OC1(C)C)C=1CN(CC1)C(=O)OC(C)(C)C)C tertbutyl 3-(4,4,5,5-tetramethyl-1,3,2-dioxaborolan-2-yl)-2,5-dihydro-1H-pyrrole-1-carboxylate